Methyl 3-(((7-(1-(tetrahydro-2H-pyran-2-yl)-1H-pyrazol-4-yl)-2,3-dihydrofuro[3,2-c]pyridin-4-yl)amino)methyl)benzoate O1C(CCCC1)N1N=CC(=C1)C=1C2=C(C(=NC1)NCC=1C=C(C(=O)OC)C=CC1)CCO2